C(C=C)N(S(=O)(=O)C=C)C1=C(C=CC=C1)C(C1=CC=CC=C1)=O N-allyl-N-(2-benzoylphenyl)ethenesulfonamide